N-[3-methyl-8-(5-methylfuran-2-yl)imidazo[1,2-a]pyrazin-6-yl]cyclopropanecarboxamide CC1=CN=C2N1C=C(N=C2C=2OC(=CC2)C)NC(=O)C2CC2